1-(4-ethynylbenzoyl)piperidin C(#C)C1=CC=C(C(=O)N2CCCCC2)C=C1